8-chloro-1-phenyl-7-(trifluoromethyl)-pyrido[2,3-d]pyrimidine-2,4(1H,3H)-dione ClN1C(C=CC2=C1N(C(NC2=O)=O)C2=CC=CC=C2)C(F)(F)F